tert-butyl (2-((5-bromopyrimidin-2-yl)-amino)ethyl)carbamate BrC=1C=NC(=NC1)NCCNC(OC(C)(C)C)=O